(2S,3R,4R,5S)-1-(((R)-1-(benzo[d]thiazol-4-yl)piperidin-3-yl)methyl)-2-(hydroxymethyl)piperidine-3,4,5-triol S1C=NC2=C1C=CC=C2N2C[C@H](CCC2)CN2[C@H]([C@H]([C@@H]([C@H](C2)O)O)O)CO